NC1=CC=C(C=C1)C1=CC=C(C=C1)C=1N=NN(C1)C1=C(C(OC2=CC(=CC=C12)OC)=O)C(=O)[O-] (4-(4'-amino-[1,1'-biphenyl]-4-yl)-1H-1,2,3-triazol-1-yl)-7-methoxy-2-oxo-2H-chromene-3-carboxylate